4-{(S)-2-[4-(5-chlorothien-2-yl)thiazol-2-yl]-2-[(S)-2-(methoxycarbonylamino)-3-phenylpropionylamino]ethyl}phenylaminosulfonic acid ClC1=CC=C(S1)C=1N=C(SC1)[C@H](CC1=CC=C(C=C1)NS(=O)(=O)O)NC([C@H](CC1=CC=CC=C1)NC(=O)OC)=O